1-(4-{6-Bromo-7-[(1-methylpiperidin-4-yl)amino]-3H-imidazo[4,5-b]pyridin-2-yl}phenyl)-1,4-diazepan-5-one BrC=1C(=C2C(=NC1)NC(=N2)C2=CC=C(C=C2)N2CCNC(CC2)=O)NC2CCN(CC2)C